buteneOne CC(C=C)=O